COC(=O)C1=NC=C(C(=C1)N)Br 4-amino-5-bromopyridine-2-carboxylic acid methyl ester